C(C)(C)(C)OC([C@@H](N)CCCCNC(=O)OC(C)(C)C)=O N6-(tert-butoxycarbonyl)-L-lysine tert-butyl ester